5-(2-(((3R,4S)-3-fluoro-1-((1-methyl-1H-pyrazol-4-yl)sulfonyl)piperidin-4-yl)amino)-5-(trifluoromethyl)pyrimidin-4-yl)-2-methylthiophene-3-carbonitrile F[C@@H]1CN(CC[C@@H]1NC1=NC=C(C(=N1)C1=CC(=C(S1)C)C#N)C(F)(F)F)S(=O)(=O)C=1C=NN(C1)C